C1(CC1)[C@H](C)NC(=O)C1=NN2C(N=C(C=C2N2CCOCC2)N2N=C(C=C2)C=2C=C(C=CC2)C)=C1 (S)-N-(1-cyclopropylethyl)-7-morpholino-5-(3-(m-tolyl)-1H-pyrazol-1-yl)pyrazolo[1,5-a]pyrimidine-2-carboxamide